C(C)(CC)C=1C(C=C(C(C1)=O)C(C)CC)=O 2,5-di-sec-butylbenzoquinone